2-(4-{[(1,1'-dimethyl-1H,1'H-4,4'-bipyrazol-3-yl)oxy]methyl}phenyl)-3-methylquinoline CN1N=C(C(=C1)C=1C=NN(C1)C)OCC1=CC=C(C=C1)C1=NC2=CC=CC=C2C=C1C